C(C)(C)(C)OC(=O)N(C(OC(C)(C)C)=O)C1=C(C=C(C=C1)S(=O)(=O)C)C(F)(F)F tert-butyl N-tert-butoxycarbonyl-N-[4-methylsulfonyl-2-(trifluoromethyl)phenyl]carbamate